methyl 1-([1,1'-biphenyl]-4-ylmethyl)-4-methoxy-1H-indazole-7-carboxylate C1(=CC=C(C=C1)CN1N=CC2=C(C=CC(=C12)C(=O)OC)OC)C1=CC=CC=C1